Oxazolidinon O1C(NCC1)=O